(3-(4-amino-2-chlorophenoxy)phenyl)methanol NC1=CC(=C(OC=2C=C(C=CC2)CO)C=C1)Cl